ClC=1C=C2C(C(=C(OC2=CC1)C(=O)O)C(C)C1=CC(=C(C=C1)OC)OC)O 6-chloro-3-(1-(3,4-dimethoxyphenyl)ethyl)-4-hydroxy-4H-chromene-2-carboxylic acid